1-Hydroxy-2-amino-3-nitrobenzol OC1=C(C(=CC=C1)[N+](=O)[O-])N